C(N)(=O)C1=CC=CC2=CN(N=C12)C1=CC=C(C=C1)[C@H]1CNCCC1 (S)-3-(4-(7-carbamoyl-2H-indazol-2-yl)phenyl)piperidine